N-(3-propylcarbamoyloxacyclohexane-2-carbonyl)-isoleucyl-proline C(CC)NC(=O)C1C(OCCC1)C(=O)N[C@@H]([C@@H](C)CC)C(=O)N1[C@@H](CCC1)C(=O)O